tert-butyl (4R)-2-bromo-4-methyl-6,7-dihydro-4H-pyrazolo[1,5-a]pyrazine-5-carboxylate BrC1=NN2C([C@H](N(CC2)C(=O)OC(C)(C)C)C)=C1